5-(4-(difluoromethyl)-6-(((S)-1,1,1-trifluorobutan-2-yl)amino)pyridin-3-yl)-4-((S)-2-methylPyrrolidine-1-carbonyl)thiazole-2-carboxylic acid ethyl ester C(C)OC(=O)C=1SC(=C(N1)C(=O)N1[C@H](CCC1)C)C=1C=NC(=CC1C(F)F)N[C@H](C(F)(F)F)CC